methyl-N-(t-butoxycarbonyl)-L-valyl-L-phenylalanyl-S-methyl-L-cysteine CN([C@@H](C(C)C)C(=O)N[C@@H](CC1=CC=CC=C1)C(=O)N[C@@H](CSC)C(=O)O)C(=O)OC(C)(C)C